N1CC[C@@]12CN(CCC2)C2=NC1=C(N2CC2=NC=C(C#N)C=C2)C=CC=C1 (S)-6-((2-(1,6-diazaspiro[3.5]nonan-6-yl)-1H-benzo[d]imidazol-1-yl)methyl)nicotinonitrile